(+-)-menthol C[C@@H]1CC[C@H]([C@@H](C1)O)C(C)C